C(C)(C)(C)OC(=O)N1C(CCCC1)C(=O)O 1-(tert-butoxycarbonyl)piperidine-2-carboxylic acid